3-((5,6-bis(benzyloxy)pyrimidin-4-yl)methyl)-5-(4-((4-(morpholinomethyl)phenyl)ethynyl)phenyl)-2-Oxoimidazoline-1-carboxylic acid tert-butyl ester C(C)(C)(C)OC(=O)N1C(N(CC1C1=CC=C(C=C1)C#CC1=CC=C(C=C1)CN1CCOCC1)CC1=NC=NC(=C1OCC1=CC=CC=C1)OCC1=CC=CC=C1)=O